C(C)S(=O)(=O)C1(COC1)C1=CC=C(OCCN2CCC3(CC2)C(NC2=CC=C(C=C23)C#N)=O)C=C1 1'-(2-{4-[3-(ethanesulfonyl)oxetan-3-yl]phenoxy}ethyl)-2-oxo-1,2-dihydrospiro[indole-3,4'-piperidine]-5-carbonitrile